C1(=CC=C(C=C1)C#C)C1=CC=C(C=C1)C#C (1,1'-biphenyl)-4,4'-diyldivinylen